(R)-N-(1-(3-amino-5-(trifluoromethyl)phenyl)ethyl)-6-(4-ethylpiperazin-1-yl)-2-methoxypyrido[2,3-d]pyrimidin-4-amine NC=1C=C(C=C(C1)C(F)(F)F)[C@@H](C)NC=1C2=C(N=C(N1)OC)N=CC(=C2)N2CCN(CC2)CC